C1(CCC1)[C@@H](C(=O)O)NC(=O)OCC1C2=CC=CC=C2C=2C=CC=CC12 (2S)-2-cyclobutyl-2-[9H-fluoren-9-ylmethoxycarbonylamino]acetic acid